5-fluoro-1-(2-fluorophenyl)-1H-pyrazolo[3,4-B]pyridine FC=1C=C2C(=NC1)N(N=C2)C2=C(C=CC=C2)F